N-(4-methylbenzyl)-5-(N-methylaminosulfonyl)thiophene-2-carboxamide CC1=CC=C(CNC(=O)C=2SC(=CC2)S(=O)(=O)NC)C=C1